5-(4-((3-chloro-2-(3-ethylureido)pyridin-4-yl)methyl)piperazin-1-yl)-6-fluoro-N-methylpicolinamide ClC=1C(=NC=CC1CN1CCN(CC1)C=1C=CC(=NC1F)C(=O)NC)NC(=O)NCC